N-(5-((3-hydroxyphenyl)ethynyl)-8-(methylamino)-2,7-naphthyridin-3-yl)cyclopropanecarboxamide OC=1C=C(C=CC1)C#CC1=C2C=C(N=CC2=C(N=C1)NC)NC(=O)C1CC1